1-(4-(methoxymethyloxy)phenyl)-3-(3-methyl-4-nitrophenyl)-1H-1,2,4-triazole COCOC1=CC=C(C=C1)N1N=C(N=C1)C1=CC(=C(C=C1)[N+](=O)[O-])C